C(#N)C=1C=C(C=NC1OC)S(=O)(=O)Cl 5-cyano-6-methoxypyridine-3-sulfonyl chloride